methyl 3-[9-[1-[[6-chloro-2-(1-methylpyrazol-4-yl)-3-pyridyl]amino]ethyl]-4,7-dimethyl-5-oxo-pyrazolo[3,4-c]isoquinolin-3-yl]piperidine-1-carboxylate ClC1=CC=C(C(=N1)C=1C=NN(C1)C)NC(C)C=1C=2C3=C(N(C(C2C=C(C1)C)=O)C)N(N=C3)C3CN(CCC3)C(=O)OC